2-(4-((2-Butyl-4-oxo-1,3-diazaspiro[4.4]non-1-en-3-yl)methyl)-2-(ethoxymethyl)Phenyl)-N-(3-methoxy-5-methylpyrazin-2-yl)pyridine-3-sulfonamide C(CCC)C1=NC2(C(N1CC1=CC(=C(C=C1)C1=NC=CC=C1S(=O)(=O)NC1=NC=C(N=C1OC)C)COCC)=O)CCCC2